BrC1=C(C=C(C=C1)S(=O)(=O)C)F 1-bromo-2-fluoro-4-(methylsulfonyl)benzene